(1S,2S)-N-[2-(4-cyclopropylpyridin-3-yl)-1-methylpyrrolo[2,3-c]pyridin-5-yl]-2-fluorocyclopropane-1-carboxamide C1(CC1)C1=C(C=NC=C1)C1=CC=2C(=CN=C(C2)NC(=O)[C@H]2[C@H](C2)F)N1C